4-[(2,4-dioxo-3-azabicyclo[3.1.1]heptan-1-yl)amino]benzenesulfonyl fluoride O=C1C2(CC(C(N1)=O)C2)NC2=CC=C(C=C2)S(=O)(=O)F